O1[C@H](C1)CO (S)-oxiran-2-ylmethanol